C(C=C)(=O)N1CCN(CC1)C1=NC(N2C3=C(C=C(C=C13)C(F)(F)F)S(C[C@H](C2)OC)(=O)C2=C(C=C(C(=C2)Cl)F)F)=O (3s)-8-(4-acryloylpiperazin-1-yl)-l-1-(5-chloro-2,4-difluorophenyl)-3-methoxy-10-(trifluoromethyl)-3,4-dihydro-2H,6H-[1,4]thiazepino[2,3,4-ij]quinazolin-6-oneoN